FCCCOCCF 1-fluoro-3-(2-fluoroethoxy)-propane